2-(((2R)-2-(4-chloro-2-fluorophenyl)-10-methyl-7,10-dihydro-2H-pyrano[3,2-H]isoquinolin-9(8H)-yl)methyl)-1-(((S)-oxetan-2-yl)methyl)-1H-benzo[d]imidazole-6-carboxylic acid methyl ester COC(=O)C=1C=CC2=C(N(C(=N2)CN2C(C=3C4=C(C=CC3CC2)C=C[C@@H](O4)C4=C(C=C(C=C4)Cl)F)C)C[C@H]4OCC4)C1